N1C(=CC=2C=NC=CC21)CNC(CN2C(=CN=C(C2=O)NCCC2=CC=CC=C2)C=2C=C(C=CC2)CC(=O)OC)=O methyl 2-(3-(1-(2-(((1H-pyrrolo[3,2-c]pyridin-2-yl)methyl)amino)-2-oxoethyl)-6-oxo-5-(phenethylamino)-1,6-dihydropyrazin-2-yl)phenyl)acetate